(2,6-dimethoxyphenyl)-2-ethoxyacetamidine COC1=C(C(=CC=C1)OC)C(C(=N)N)OCC